2-(3-pyridyl)-2H-indazole-4-carboxylic acid N1=CC(=CC=C1)N1N=C2C=CC=C(C2=C1)C(=O)O